para-(propargyloxy)-phenylalanine C(C#C)OC1=CC=C(C[C@H](N)C(=O)O)C=C1